6-(3-isopropyl-5-(1-(oxetan-3-yl)piperidin-4-yl)-1H-pyrrolo[2,3-c]pyridin-2-yl)-8-methyl-[1,2,4]triazolo[1,5-a]pyridine C(C)(C)C1=C(NC2=CN=C(C=C21)C2CCN(CC2)C2COC2)C=2C=C(C=1N(C2)N=CN1)C